butoxy-7-(3-ethyl-4-(piperazin-1-yl)benzyl)imidazo[2,1-f][1,2,4]triazin-4-amine C(CCC)OC1=NN2C(C(=N1)N)=NC=C2CC2=CC(=C(C=C2)N2CCNCC2)CC